dioxasilinan O1O[SiH2]CCC1